tert-butyl 1-(((tert-butyldimethylsilyl)-oxy)methyl)-4-(hydroxymethyl)-7-azabicyclo[2.2.1]heptane-7-carboxylate [Si](C)(C)(C(C)(C)C)OCC12CCC(CC1)(N2C(=O)OC(C)(C)C)CO